[Br-].O1C(=CC2=C1C=CC=C2)C(=CCC2=CC=CC=1N=C(N(C12)CC(=O)C1=CC2=CC=CC=C2C=C1)C)C=1OC2=C(C1)C=CC=C2 (3,3-bis(benzofuran-2-yl)allyl)-3-(2-naphthoylmethyl)-2-methylbenzimidazole bromide salt